C(C(=C)C)(=O)OCCCCCCC[Si](OC(C)C)(OC(C)C)OC(C)C 7-methacryloxyheptyltriisopropoxysilane